4-[[(4Z)-4-(1,3-benzothiazol-6-ylmethylene)-5-oxo-1H-imidazol-2-yl]amino]piperidine-1-carboxylic acid ethyl ester C(C)OC(=O)N1CCC(CC1)NC=1NC(/C(/N1)=C/C1=CC2=C(N=CS2)C=C1)=O